NS(=NC([C@@H](C)C1=C(C=C(C=C1C(C)C)F)C(C)C)=O)(=O)C1=CN=C(S1)C(C)(C)O (S)-N-(amino(2-(2-hydroxypropan-2-yl)thiazol-5-yl)(oxo)-λ6-sulfaneylidene)-2-(4-fluoro-2,6-diisopropylphenyl)propanamide